C(=C)C=CCCCCC vinylheptene